propanylphenol C(CC)C1=C(C=CC=C1)O